BrC1=CN=C2C(N(C(=NN21)N(CCC2OCCC2)C)C(C)C)=O 7-bromo-3-isopropyl-2-(methyl(2-(tetrahydrofuran-2-yl)ethyl)amino)imidazo[2,1-f][1,2,4]triazin-4(3H)-one